C1=C(C=NN=N1)Cl monochlorotriazine